COC(=O)C=1C(=NC(=NC1C)C=1C=C2CCC(C2=CC1)(C)C)N 4-amino-2-(1,1-dimethylindan-5-yl)-6-methyl-pyrimidine-5-carboxylic acid methyl ester